COC(=O)N1[C@H]([C@H](C[C@H]1C)NS(=O)(=O)N1CCC1)CO[C@@H]1C[C@@H]2C[C@@]2(CC1)C1=NC=C(C=N1)F (2r,3s,5r)-3-(azetidine-1-sulfonylamino)-2-((((1s,3s,6r)-6-(5-fluoropyrimidin-2-yl)bicyclo[4.1.0]hept-3-yl)oxy)methyl)-5-methylpyrrolidine-1-carboxylic acid methyl ester